N-(2-aminoethyl)maleimide trifluoroacetate FC(C(=O)O)(F)F.NCCN1C(C=CC1=O)=O